C(C)N1C(SCC1=O)=C(C#N)C#N 3-ethyl-4-oxothiazolidine-2-ylidenemalononitrile